F[P-](F)(F)(F)(F)F.C(CCC)[N+]1(CC=CC=C1)C 1-butyl-1-methylpyridinium hexafluorophosphate